5-((5-chloro-2-(4-morpholinopiperidin-1-yl)pyrimidin-4-yl)amino)-3-(3-hydroxy-3-methylbutyl)-1-methyl-1,3-dihydro-2H-benzo[d]imidazol-2-one ClC=1C(=NC(=NC1)N1CCC(CC1)N1CCOCC1)NC1=CC2=C(N(C(N2CCC(C)(C)O)=O)C)C=C1